BrC=1C=C(C(=C(C1)C(=O)N1CCN(CC1)C)N[C@H]1CN(CCC1)CC1=CN=CC(=C1)NC)[N+](=O)[O-] (R)-(5-bromo-2-((1-(5-(methylamino)nicotinyl)piperidin-3-yl)amino)-3-nitrophenyl)(4-methylpiperazine-1-yl)methanone